2,4-dimethylpiperazine CC1NCCN(C1)C